C1(CCCCC1)C1(NC(=NC=C1C=1C=NN(C1)C)NCC1=CC(=CC=C1)C(F)(F)F)N 4-cyclohexyl-5-(1-methyl-1H-pyrazol-4-yl)-N2-(3-(trifluoromethyl)benzyl)pyrimidine-2,4-diamine